2,4,6-trichlorophenoxyformanilide ClC1=C(OC(=O)NC2=CC=CC=C2)C(=CC(=C1)Cl)Cl